C(C)(C)(C)C1=C(C(=CC(=C1)C)CC1=C(C(=CC(=C1)C)C(C)(C)C)O)OC(C1=CC=C(C(=O)OC2=C(C=C(C=C2CC2=C(C(=CC(=C2)C)C(C)(C)C)O)C)C(C)(C)C)C=C1)=O bis[2-t-butyl-4-methyl-6-(2-hydroxy-3-t-butyl-5-methylbenzyl) Phenyl]terephthalate